5-(3-aminoprop-1-yn-1-yl)-2-chlorobenzamide NCC#CC=1C=CC(=C(C(=O)N)C1)Cl